FC=1C=NC(=NC1)C(C(=O)OCC)C(=O)OCC diethyl 2-(5-fluoropyrimidin-2-yl)propanedioate